ClC1=NC=CC(=C1)CN1[C@@H](CCN2C1=NC(=CC2=O)N2[C@@H](COCC2)C)C(F)(F)F (S)-9-(2-Chloro-pyridin-4-ylmethyl)-2-((R)-3-methyl-morpholin-4-yl)-8-trifluoromethyl-6,7,8,9-tetrahydro-pyrimido[1,2-a]-pyrimidin-4-one